2-(tert-butyl)-1'-(4-methyl-2-naphthoyl)-5H-spiro[benzo[d]thiazole-6,4'-piperidin]-4(7H)-one C(C)(C)(C)C=1SC2=C(N1)C(CC1(CCN(CC1)C(=O)C1=CC3=CC=CC=C3C(=C1)C)C2)=O